1-(4-(3-isopropyl-2-(8-methyltetrazolo[1,5-a]pyridin-6-yl)-1H-indol-5-yl)piperidin-1-yl)-3-(piperidin-1-yl)propan-1-one C(C)(C)C1=C(NC2=CC=C(C=C12)C1CCN(CC1)C(CCN1CCCCC1)=O)C=1C=C(C=2N(C1)N=NN2)C